6-chloro-2-[2-methyl-5-(2,2,2-trifluoroethyl)-1,2,4-triazol-3-yl]-3-pyridyl-ethanone tert-Butyl-3-methyl-5-oxoazepane-1-carboxylate C(C)(C)(C)OC(=O)N1CC(CC(CC1)=O)C.ClC1=CC=C(C(=N1)C=1N(N=C(N1)CC(F)(F)F)C)C(C)=O